N-(1-(2,4-difluorophenyl)-6-(6-(2-methoxyethoxy)pyridin-3-yl)-1H-pyrazolo[3,4-d]pyrimidin-4-yl)-5-nitrothiophene-2-carboxamide FC1=C(C=CC(=C1)F)N1N=CC=2C1=NC(=NC2NC(=O)C=2SC(=CC2)[N+](=O)[O-])C=2C=NC(=CC2)OCCOC